FC1=C(C=C(C=C1)C(O)C=1C2=C(N=CN1)OC=C2)C2=NC=NC1=CC(=CC=C21)N2CCOCC2 [4-Fluoro-3-(7-morpholin-4-yl-quinazolin-4-yl)-phenyl]furo[2,3-d]-pyrimidin-4-yl-methanol